NC(COC=1C=CC(=C(C(=O)NC2(CC2)C2=CC=CC3=CC=CC=C23)C1)C)C1=CC=CC=C1 5-(2-Amino-2-phenylethoxy)-2-methyl-N-(1-(naphthalen-1-yl)cyclopropyl)benzamide